O=C1N(CC2=C(C=CC=C12)NC1CNCCC1)C1C(NC(CC1)=O)=O 3-[1-oxo-4-(3-piperidylamino)isoindolin-2-yl]piperidine-2,6-dione